O=C1N(CC2=CC(=CC=C12)C(=O)N1CC2(C1)CCC(CC2)OC(F)(F)F)C2C(NC(CC2)=O)=O 3-(1-oxo-5-(7-(trifluoromethoxy)-2-azaspiro[3.5]nonane-2-carbonyl)isoindolin-2-yl)piperidine-2,6-dione